tert-butyl (1R,4R)-5-(4-(2,4-dioxotetrahydropyrimidin-1(2H)-yl)phenyl)-2,5-diazabicyclo[2.2.1]heptane-2-carboxylate O=C1N(CCC(N1)=O)C1=CC=C(C=C1)N1[C@H]2CN([C@@H](C1)C2)C(=O)OC(C)(C)C